C(C)N1CCC2(C[C@@H]2C(=O)N[C@@H](CCCCCC(CC)=O)C=2OC(=CN2)C2=CC=C(C=C2)C=2OC=CN2)CC1 (S)-6-ethyl-N-((S)-1-(5-(4-(oxazol-2-yl)phenyl)oxazol-2-yl)-7-oxononyl)-6-azaspiro[2.5]octane-1-carboxamide